CN1CCC(CC1)OC=1C=C2C(=CC=NC2=CN1)OC=1C=CC(=NC1)N 5-[[6-[(1-methyl-4-piperidyl)oxy]-1,7-naphthyridin-4-yl]oxy]pyridin-2-amine